Cl.CN1CCN(CC1)[C@H]1[C@H](NCC1)C1=C(C(=CC(=C1)F)C)Cl 1-methyl-4-[(2R,3R)-2-(2-chloro-5-fluoro-3-methyl-phenyl)pyrrolidin-3-yl]piperazine hydrochloride